3,4-DIHYDROPYRIDO[3,4-D]PYRIMIDIN-2-ONE N1C(NCC2=C1C=NC=C2)=O